3-methyl-2-oxo-butanoate CC(C(C(=O)[O-])=O)C